C(C)(C)(C)OC(=O)N[C@@H](C(=O)O)CC(C)(C)C (R)-2-((tert-butoxycarbonyl)amino)-4,4-dimethylpentanoic acid